2-[[[4-(Hydroxymethyl)-7-(4-isopropylphenyl)-2,3-dihydrobenzofuran-5-yl]amino]methyl]prop-2-enamid OCC1=C(C=C(C2=C1CCO2)C2=CC=C(C=C2)C(C)C)NCC(C(=O)N)=C